1-(2-methylpropyl)-5-phenyl-1H-imidazole CC(CN1C=NC=C1C1=CC=CC=C1)C